(S)-3-(4-(((R)-7-fluoro-4-(2-methyl-6-(((R)-tetrahydrofuran-3-yl)oxy)pyridin-3-yl)-2,3-dihydro-1H-inden-1-yl)oxy)phenyl)hex-4-ynoic acid FC=1C=CC(=C2CC[C@H](C12)OC1=CC=C(C=C1)[C@H](CC(=O)O)C#CC)C=1C(=NC(=CC1)O[C@H]1COCC1)C